C(C1=CC=CC=C1)N(C(O)=O)[C@@H](CC=O)C1=CC=CC=C1.C1(CCC(N1OC(=O)OCCS(=O)(=O)CCOC(=O)ON1C(CCC1=O)=O)=O)=O bis[2-(succinimidyloxycarbonyloxy)ethyl]Sulfone benzyl-(S)-(3-oxo-1-phenylpropyl)carbamate